C12COCC2COC1 3,7-dioxabicyclo[3.3.0]octane